tert-butyl N-[1-[7-(2,3-dichlorophenyl)-6-methyl-1-(2-trimethylsilylethoxymethyl) pyrazolo[4,3-c]pyridin-4-yl]-4-methyl-4-piperidyl]carbamate ClC1=C(C=CC=C1Cl)C=1C2=C(C(=NC1C)N1CCC(CC1)(C)NC(OC(C)(C)C)=O)C=NN2COCC[Si](C)(C)C